4-((7-(4-(6-(2-(2,6-dioxopiperidin-3-yl)-1-oxoisoindoline-5-carbonyl)-2,6-diazaspiro[3.3]hept-2-yl)-4-oxobutoxy)-6-methoxyquinazolin-4-yl)oxy)-3-fluorobenzene O=C1NC(CCC1N1C(C2=CC=C(C=C2C1)C(=O)N1CC2(CN(C2)C(CCCOC2=C(C=C3C(=NC=NC3=C2)OC2=C(C=CC=C2)F)OC)=O)C1)=O)=O